2-(2-(ethylsulfonyl)-7-(3-(trifluoromethyl)-1H-1,2,4-triazol-1-yl)pyrazolo[1,5-a]pyrimidin-3-yl)-3,5-dimethyl-6-(trifluoromethyl)-3,5-dihydro-4H-imidazo[4,5-c]pyridin-4-one C(C)S(=O)(=O)C1=NN2C(N=CC=C2N2N=C(N=C2)C(F)(F)F)=C1C1=NC2=C(C(N(C(=C2)C(F)(F)F)C)=O)N1C